(2R,3S)-3-((E)-2-((4-amino-2,6-dichlorophenyl)imino)imidazolidine-1-carbonyl)-2-((1-methyl-1H-imidazol-5-yl)methyl)pentyl propionate C(CC)(=O)OC[C@@H]([C@H](CC)C(=O)N1/C(/NCC1)=N/C1=C(C=C(C=C1Cl)N)Cl)CC1=CN=CN1C